FC1(OC2=C(O1)C=CC(=C2)[C@H](C)OC2=NC=CC(=C2)N2N=C(C=1CCC[C@@H](C21)SC2=CC=C(C(=O)O)C=C2)C(F)(F)F)F 4-[[(7S)-1-[2-[(1S)-1-(2,2-difluoro-1,3-benzodioxol-5-yl)ethoxy]-4-pyridinyl]-3-(trifluoromethyl)-4,5,6,7-tetrahydroindazol-7-yl]sulfanyl]benzoic acid